FC=1C=C(COC2=C(C=C(C=C2)/C=C/C(=O)NC2(CCCC2)C(=O)O)OC)C=CC1 (E)-1-(3-(4-((3-fluorobenzyl)oxy)-3-methoxyphenyl)acrylamido)cyclopentane-1-carboxylic acid